p-phenylene-2,6-benzobisthiazole C1(=CC=C(C=C1)C=1SC=C2C1C=CN=C2)C=2SC=C1C2C=CN=C1